F.F.CN(CCN(C)C)C tetramethyl-ethylenediamine dihydrofluoric acid salt